7-bromo-5-nitro-2,3-dihydrobenzofuran BrC1=CC(=CC=2CCOC21)[N+](=O)[O-]